6-(1,2,3,6-tetrahydropyridin-4-yl)isoindolin-1-one N1CCC(=CC1)C1=CC=C2CNC(C2=C1)=O